(3S,4S,5R)-3-(3-chloro-2-methoxyphenyl)-4,5-dimethyl-5-(trifluoromethyl)tetrahydrofuran-2-yl acetate C(C)(=O)OC1O[C@]([C@H]([C@H]1C1=C(C(=CC=C1)Cl)OC)C)(C(F)(F)F)C